C1(CC1)C1=C(C=C(C(=C1)CN1CCC2(CN(C(O2)=O)C2=CC=C(C=C2)P(O)(=O)C)CC1)OCC)C1=CC=C(C=C1)F (4-(8-((2-cyclopropyl-5-ethoxy-4'-fluoro-[1,1'-biphenyl]-4-yl)methyl)-2-oxo-1-oxa-3,8-diazaspiro[4.5]decan-3-yl)phenyl)(methyl)phosphinic acid